2-[3,5-dichloro-4-(3-cyclobutyl-4-methoxy-phenyl)sulfonyl-phenyl]-6-(trifluoromethyl)-1,2,4-triazine-3,5-dione ClC=1C=C(C=C(C1S(=O)(=O)C1=CC(=C(C=C1)OC)C1CCC1)Cl)N1N=C(C(NC1=O)=O)C(F)(F)F